5-(2,2,2-trifluoroethoxy)pyridine FC(COC=1C=CC=NC1)(F)F